N-[[5-[[(3S)-tetrahydrofuran-3-yl]methoxy]-1-[4-(trifluoromethyl)phenyl]indazol-3-yl]methyl]prop-2-enamide O1C[C@H](CC1)COC=1C=C2C(=NN(C2=CC1)C1=CC=C(C=C1)C(F)(F)F)CNC(C=C)=O